2-amino-7-fluoro-N-((6-methoxy-3-pyridazinyl)methyl)-3-methyl-N-((1S)-1-(2-pyrimidinyl)ethyl)-6-quinolinecarboxamide NC1=NC2=CC(=C(C=C2C=C1C)C(=O)N([C@@H](C)C1=NC=CC=N1)CC=1N=NC(=CC1)OC)F